Dimethylamine-13C2 [13CH3]N[13CH3]